(9-Chloro-6-hydroxy-10-(trifluoromethyl)-[1,2,4]triazolo[5,1-a]isoquinoline-5-carbonyl)glycine ClC1=CC=C2C(=C(N3C(C2=C1C(F)(F)F)=NC=N3)C(=O)NCC(=O)O)O